NC1=NC=2C=C(C(=CC2C2=C1COC2)C(=O)N([C@@H]2COC1=C2C=CC(=C1)C1=CC=C(C=C1)S(F)(F)(F)(F)F)C)F 4-amino-7-fluoro-N-methyl-N-((3S)-6-(4-(pentafluoro-lambda~6~-sulfanyl)phenyl)-2,3-dihydro-1-benzofuran-3-yl)-1,3-dihydrofuro[3,4-c]quinoline-8-carboxamide